6,7-dimethyl-4-(2,4,5-trifluorophenyl)pteridine CC=1N=C2C(=NC=NC2=NC1C)C1=C(C=C(C(=C1)F)F)F